C1(=CC=CC=C1)B(C1=C(C=C(C=C1C)B1OC(C(O1)(C)C)(C)C)C)C1=CC=CC=C1 2-(4-(diphenylboryl)-3,5-dimethylphenyl)-4,4,5,5-tetramethyl-1,3,2-dioxaborolan